phenylhexyl-dimethyl(dimethylamino)silane C1(=CC=CC=C1)CCCCCC[Si](N(C)C)(C)C